(2R)-2-(6-{5-chloro-2-[(1-methyl-1H-1,2,4-triazol-3-yl)amino]pyrimidin-4-yl}-1-oxo-2,3-dihydro-1H-isoindol-2-yl)-N-[(1S)-1-(3-fluoro-5-methoxyphenyl)-2-hydroxyethyl]propanamide ClC=1C(=NC(=NC1)NC1=NN(C=N1)C)C1=CC=C2CN(C(C2=C1)=O)[C@@H](C(=O)N[C@H](CO)C1=CC(=CC(=C1)OC)F)C